N-(4-(5-amino-1-(1-(2-hydroxyacetyl)piperidin-4-yl)imidazo[1,5-c]pyrimidin-3-yl)benzyl)-5-fluoro-2-methoxybenzamide NC1=NC=CC=2N1C(=NC2C2CCN(CC2)C(CO)=O)C2=CC=C(CNC(C1=C(C=CC(=C1)F)OC)=O)C=C2